2'-deoxy cytidine-5'-triphosphate P(O)(=O)(OP(=O)(O)OP(=O)(O)O)OC[C@@H]1[C@H](C[C@@H](O1)N1C(=O)N=C(N)C=C1)O